CN1N=CC(=C1C1=CC2=C(C=N1)N=C(S2)N)C([2H])([2H])[2H] 6-(1-methyl-4-(methyl-d3)-1H-pyrazol-5-yl)thiazolo[4,5-c]pyridin-2-amine